2,6-di-tert-butyl-4-(4-(dimethylamino)benzylidene)cyclohexa-2,5-diene C(C)(C)(C)C=1CC(=CC(C1)=CC1=CC=C(C=C1)N(C)C)C(C)(C)C